2,2,2-trifluoroethyl-trifluoromethane-sulfonate FC(COS(=O)(=O)C(F)(F)F)(F)F